4,5-dihydroxyisophthalic acid OC1=C(C=C(C(=O)O)C=C1O)C(=O)O